CC(C(=O)O)(C)C=1C=C2C=CN(C2=CC1)C 2-methyl-2-(1-methyl-1H-indol-5-yl)propanoic acid